[[amino-[3-[2-(benzenesulfonamido)-2-[6-[3-(tert-butoxycarbonylamino)propoxy]-1,3-benzothiazol-2-yl]ethyl]phenyl]methylene]amino] acetate C(C)(=O)ON=C(C1=CC(=CC=C1)CC(C=1SC2=C(N1)C=CC(=C2)OCCCNC(=O)OC(C)(C)C)NS(=O)(=O)C2=CC=CC=C2)N